3-chloro-1-(cyanomethylamino)-6-[[6-(difluoromethoxy)-2-methyl-3-pyridyl]methyl]-7,8-dihydro-5H-2,6-naphthyridine-4-carbonitrile ClC=1N=C(C=2CCN(CC2C1C#N)CC=1C(=NC(=CC1)OC(F)F)C)NCC#N